C(=O)(OC(C)(C)C)C=1C(=C(C(=O)O)C=CC1)CN Boc-aminomethyl-benzoic acid